[As].[Fe].[Ca] calcium-iron-arsenic